CN1CCC(CC1)NC1=CC=C(C(=O)NC2=CC(=NN2)C=2C=CC3=C(N(C=N3)C3=CC=C(C=C3)OC)C2)C=C1 4-((1-methylpiperidin-4-yl)amino)-N-(3-(1-(4-methoxyphenyl)-1H-benzo[d]imidazol-6-yl)-1H-pyrazol-5-yl)benzamide